CC1(COCC1)C1(NC(=CC=C1NC1COCC1)C1=NC=CC=C1)N 2-(3-methyltetrahydrofuran-3-yl)-6-(2-pyridinyl)-N3-tetrahydrofuran-3-ylpyridine-2,3-diamine